Cl.NC1=C(C=C(C=C1)OC(F)(F)F)O 2-amino-5-(trifluoromethoxy)phenol hydrochloride